(3R,4S)-3-cyclopropyl-1-[6-(2-fluoropyridin-3-yl)pyrazolo[1,5-a]pyrazin-4-yl]-4-methyl-2-oxopyrrolidine-3-carbonitrile C1(CC1)[C@]1(C(N(C[C@H]1C)C=1C=2N(C=C(N1)C=1C(=NC=CC1)F)N=CC2)=O)C#N